ClC1=C(CSC2=C1C=C(C=C2)Cl)C=O 4,6-DICHLORO-2H-1-BENZOTHIINE-3-CARBALDEHYDE